FC(C1=CNC2=NC=C(C=C21)OC2=C(C(=O)N)C=CC=C2)(F)F 2-((3-(trifluoromethyl)-1H-pyrrolo[2,3-b]pyridin-5-yl)oxy)benzamide